N[C@@H]1CC[C@H](CC1)NC=1C=2N(N=CC1C(=NC1=C(C=CC(=C1)F)Cl)N)C=C(C2)C=2C=NC(=CC2)C(CO)(C)C 4-[trans-(4-aminocyclohexyl)amino]-N'-(2-chloro-5-fluoro-phenyl)-6-[6-(2-hydroxy-1,1-dimethyl-ethyl)-3-pyridyl]pyrrolo[1,2-b]pyridazine-3-carboxamidine